ClC([C@H](O)[C@@H](O)[C@H](O)[C@H](O)CO)O chloro-glucitol